ethyl-3-{2-oxo-3-[2-(pyridin-1-ium-1-yl)ethyl]imidazolidin-1-yl}benzene C(C)C1=CC(=CC=C1)N1C(N(CC1)CC[N+]1=CC=CC=C1)=O